[5-(trifluoromethyl)-2-pyridyl]methanamine FC(C=1C=CC(=NC1)CN)(F)F